ethyl-1-{4-[(4-methoxyphenyL)methoxy]-6-methylpyrimidin-2-yl}-1H-pyrazole-3-carboxylate C(C)OC(=O)C1=NN(C=C1)C1=NC(=CC(=N1)OCC1=CC=C(C=C1)OC)C